The molecule is an (S)-2-trans-abscisic acid D-glucopyranosyl ester derived from beta-D-glucopyranose. It derives from a (S)-2-trans-abscisic acid and a beta-D-glucose. CC1=CC(=O)CC([C@]1(/C=C/C(=C/C(=O)O[C@H]2[C@@H]([C@H]([C@@H]([C@H](O2)CO)O)O)O)/C)O)(C)C